S1C2=C(C=C1C(C(C#N)C(O)C1=CC=C(C=C1)C(F)(F)F)=O)C=CC=C2 3-(benzo[b]thiophen-2-yl)-2-((4-trifluoromethylphenyl)(hydroxy)methyl)-3-oxopropanenitrile